C1=CC=CC=2OC3=CC=CC=C3N(C12)C=1C=CC=2C(=C3N=CC=NC3=C3C2C=CC(=C3)N3C2=CC=CC=C2OC=2C=CC=CC32)C1 6,11-bis(10H-phenoxazin-10-yl)dibenzo[f,H]quinoxaline